(S)-3-(4-benzyl-2-oxothiazol-3-yl)-6,7-difluorobenzo[d]isoxazole-5-carbaldehyde C(C1=CC=CC=C1)C=1N(C(SC1)=O)C1=NOC2=C1C=C(C(=C2F)F)C=O